6-(((3R,5S)-5-(((R)-1-(4-carbamimidoylthiophen-2-yl)ethyl)carbamoyl)-3-fluoro-1-((4-phenoxybutanoyl)glycyl)pyrrolidin-3-yl)methoxy)hexanoic acid C(N)(=N)C=1C=C(SC1)[C@@H](C)NC(=O)[C@@H]1C[C@](CN1C(CNC(CCCOC1=CC=CC=C1)=O)=O)(F)COCCCCCC(=O)O